COC(CCCC1=CC=CC=2[C@H]3[C@@H](OC21)C[C@H]([C@@H]3\C=C\[C@H](C(CC#CC)C)O)O)=O |r| 4-((1RS,2RS,3aSR,8bSR)-2-hydroxy-1-((3SR,E)-3-hydroxy-4-methyloct-1-en-6-yn-1-yl)-2,3,3a,8b-tetrahydro-1H-cyclopenta[b]benzofuran-5-yl)butyric acid methyl ester